2,5-dioxopyrrolidin-1-yl 4-cyclohexyl-4-(pyridin-2-ylthio)butanoate C1(CCCCC1)C(CCC(=O)ON1C(CCC1=O)=O)SC1=NC=CC=C1